2-{3-[(2R,6S)-2,6-Dimethylmorpholin-4-carbonyl]-5,6-dihydrocyclopenta[c]pyrazol-1(4H)-yl}-1-[4-(3-fluoro-2-methylphenoxy)piperidin-1-yl]ethan-1-on C[C@@H]1CN(C[C@@H](O1)C)C(=O)C=1C2=C(N(N1)CC(=O)N1CCC(CC1)OC1=C(C(=CC=C1)F)C)CCC2